Isopropyl 2-((4-(5-((tert-butoxycarbonyl)amino)-5-methylhexahydrocyclopenta[c]pyrrol-2(1H)-yl)-2-methoxy-5-nitrophenyl)amino)-4-(1-methyl-1H-indol-3-yl)pyrimidine-5-carboxylate C(C)(C)(C)OC(=O)NC1(CC2C(CN(C2)C2=CC(=C(C=C2[N+](=O)[O-])NC2=NC=C(C(=N2)C2=CN(C3=CC=CC=C23)C)C(=O)OC(C)C)OC)C1)C